(2-fluorophenyl)-((5-(4-(trifluoromethoxy)phenyl)-1,3,4-thiadiazol-2-yl)methyl)quinoxaline FC1=C(C=CC=C1)C=1C(=NC2=CC=CC=C2N1)CC=1SC(=NN1)C1=CC=C(C=C1)OC(F)(F)F